C1(=CC(=CC(=C1)C=1C=C(C=C(C1C(=O)O)C(=O)O)C(=O)O)C=1C=C(C=C(C1C(=O)O)C(=O)O)C(=O)O)C=1C=C(C=C(C1C(=O)O)C(=O)O)C(=O)O benzene-1,3,5-tristrimellitic acid